C(=O)O.C(N)(=N)C1=CC(=C(CNC2=NC(=NC(=C2)OCC=2N=C3N(C=C(C=C3)C3CC3)C2)CCC(=O)O)C(=C1)C)C 3-(4-((4-carbamimidoyl-2,6-dimethylbenzyl)amino)-6-((6-cyclopropylimidazo[1,2-a]pyridin-2-yl)methoxy)pyrimidin-2-yl)propanoic acid formic acid salt